Decylmethylamine chloride [Cl-].C(CCCCCCCCC)NC